O[C@H](CN1C(C2=CC=C(C=C2C(C1)(C)C)C(=O)N1CCC2(CC(N2)=O)CC1)=O)[C@H]1NCC2=CC=CC=C2C1 ((R)-2-hydroxy-2-((S)-1,2,3,4-tetrahydroisoquinolin-3-yl)ethyl)-4,4-dimethyl-6-(2-oxo-1,7-diazaspiro[3.5]nonane-7-carbonyl)-3,4-dihydroisoquinolin-1(2H)-one